BrC=1C(=C2C=NN(C2=CC1)C1OCCCC1)F 5-bromo-4-fluoro-1-(oxacyclohex-2-yl)-1H-indazole